COC1=NC=CC=C1C1=CN=C(O1)[C@H](CCCCCC(=O)C=1OC=CN1)NC(OC(C)(C)C)=O (S)-tert-butyl (1-(5-(2-methoxypyridin-3-yl)oxazol-2-yl)-7-(oxazol-2-yl)-7-oxoheptyl)carbamate